NC1(CC2C(C2C1)(C)C)C(=O)O 3-Amino-6,6-dimethylbicyclo[3.1.0]hexane-3-carboxylic acid